(5-(6-cyclobutyl-1H-pyrrolo[2,3-b]pyridin-3-yl)pyrazolo[1,5-a]pyridin-3-yl)(morpholino)methanone C1(CCC1)C1=CC=C2C(=N1)NC=C2C2=CC=1N(C=C2)N=CC1C(=O)N1CCOCC1